Tert-butyl morpholine-4-carboxylate N1(CCOCC1)C(=O)OC(C)(C)C